6-chlorospiro[furo[3,4-c]pyridine-1,4'-tetrahydropyran]-3-one ClC1=CC2=C(C=N1)C(OC21CCOCC1)=O